ClC=1C=C(C=C(C1)F)N1C=C(C=2C(C(C(CC12)F)F)O)S(=O)(=O)C 1-(3-chloro-5-fluorophenyl)-5,6-difluoro-3-(methanesulfonyl)-4,5,6,7-tetrahydro-1H-indol-4-ol